tetramethylsilanediamine CN([SiH2]N(C)C)C